NC=1C2=C(N=CN1)N(C=C2C2=CC=C(C=C2)NC(=O)NC2=C(C=CC(=C2)C(F)(F)F)F)C2CCCC2 1-(4-(4-Amino-7-cyclopentyl-7H-pyrrolo[2,3-d]pyrimidin-5-yl)phenyl)-3-(2-fluoro-5-(trifluoromethyl)phenyl)urea